prop-1-enylphosphonic acid C(=CC)P(O)(O)=O